O=C1NC(CCC1N1C(C2=CC=CC(=C2C1=O)SCCOCCOCC(=O)N1CCC(CC1)C1=CC=C(C(=O)N2CCC(CC2)CCCCNC(\C=C\C=2C=NC=CC2)=O)C=C1)=O)=O (E)-N-(4-(1-(4-(1-(2-(2-(2-((2-(2,6-dioxopiperidin-3-yl)-1,3-dioxoisoindolin-4-yl)thio)ethoxy)ethoxy)acetyl)piperidin-4-yl)benzoyl)piperidin-4-yl)butyl)-3-(pyridin-3-yl)acrylamide